2-chloro-5-(4-methoxyphenoxy)isonicotinic acid ClC=1C=C(C(=O)O)C(=CN1)OC1=CC=C(C=C1)OC